4-((2,4-dichloro-5-methoxyphenyl)amino)-7-(3-(4-(8-((2-(2,6-dioxopiperidin-3-yl)-1,3-dioxoisoindolin-4-yl)amino)octanoyl)piperazin-1-yl)propoxy)-6-methoxyquinoline-3-carbonitrile ClC1=C(C=C(C(=C1)Cl)OC)NC1=C(C=NC2=CC(=C(C=C12)OC)OCCCN1CCN(CC1)C(CCCCCCCNC1=C2C(N(C(C2=CC=C1)=O)C1C(NC(CC1)=O)=O)=O)=O)C#N